P(=O)(OCCCOCC1=CC=CC=C1)(OCC[N+](C)(C)C)[O-] 3-(benzyloxy)propyl (2-(trimethylammonio)ethyl) phosphate